Racemic-3-(3-chloro-4-fluorophenyl)-1-((S)-2-hydroxypropyl)-1-(1-(1-oxo-1,2-dihydroisoquinolin-4-yl)ethyl)urea ClC=1C=C(C=CC1F)NC(N([C@H](C)C1=CNC(C2=CC=CC=C12)=O)C[C@H](C)O)=O |&1:11|